2-((2,3-dihydrothieno[3,4-b][1,4]dioxin-2-yl)methoxy)acetic acid O1C=2C(OCC1COCC(=O)O)=CSC2